triethyleneglycol bis[3-(3-t-butyl-4-hydroxy-5-methylphenyl)propionate] C(C)(C)(C)C=1C=C(C=C(C1O)C)CCC(=O)OCCOCCOCCOC(CCC1=CC(=C(C(=C1)C)O)C(C)(C)C)=O